rac-spiro[bicyclo[2.2.1]heptane-3,1'-cyclopentan] C12(CCCC1)CC1CCC2C1